ClC=1C(=C(C=2N(N1)C(C=CN2)=O)COC)C 7-chloro-9-(methoxymethyl)-8-methyl-4H-pyrimido[1,2-b]Pyridazin-4-one